C1(CCC1)C(=O)N1[C@H]([C@H](CC1)NC(C(=O)N(C)C)=O)CC=1C=C(C=CC1)C1=CC(=CC=C1)F N~2~-{cis-1-(cyclobutanecarbonyl)-2-[(3'-fluoro[1,1'-biphenyl]-3-yl)methyl]pyrrolidin-3-yl}-N~1~,N~1~-dimethylethanediamide